C(C)(C)C1=C(C=CC=C1)C1N(CCNC1)C(=O)NCC1=CC=C(C=C1)OC 2-isopropylphenyl-N-(4-methoxybenzyl)piperazine-1-carboxamide